ClC=1C=CC(=C(C1)N1CC(N(CC1=O)C(C(=O)NC1=CC2=CN(N=C2C=C1)C)CC1=CC=CC=C1)=O)N1N=CC(=C1)C(F)F 2-(4-(5-chloro-2-(4-(difluoromethyl)-1H-pyrazol-1-yl)phenyl)-2,5-dioxopiperazin-1-yl)-N-(2-methyl-2H-indazol-5-yl)-3-phenylpropanamide